C(C1=CC=CC=C1)N(CCC(\C(=C/C1=CC=C(C=C1)Cl)\C1=CC=CC=C1)=O)C (Z)-5-(benzyl-(methyl)amino)-1-(4-chlorophenyl)-2-phenylpent-1-en-3-one